C1(=C(C=CC=C1)PCC)PCC o-phenylenedi(ethylphosphine)